N-(2,2-difluoroethyl)-9-((3aR,3bR,4aS,5R,5aS)-2,2-dimethylhexahydrocyclopropa[3,4]cyclopenta[1,2-d][1,3]dioxol-5-yl)-2-iodo-9H-purin-6-amine FC(CNC1=C2N=CN(C2=NC(=N1)I)[C@@H]1[C@@H]2[C@H]([C@@H]3[C@H]1OC(O3)(C)C)C2)F